3-(2-(tert-butyl)cyclohexyl)propionic acid C(C)(C)(C)C1C(CCCC1)CCC(=O)O